pyrrolidinyl-ammonium hydroxide [OH-].N1(CCCC1)[NH3+]